BrC=1C(=NC(=NC1OC)N)OCCF 5-bromo-4-(2-fluoroethoxy)-6-methoxy-pyrimidin-2-amine